C(C)[SiH2]OCCCOCC1=CC=CC=C1 ethyl-(phenyl)methoxypropoxysilane